N-((1r,4r)-4-(3-chloro-4-cyanophenoxy)cyclohexyl)-4-(2-hydroxyethyl)benzamide ClC=1C=C(OC2CCC(CC2)NC(C2=CC=C(C=C2)CCO)=O)C=CC1C#N